C(C)(=O)OCCCCCCCCCCCCCC\C=C/CCCC (Z)-eicosa-15-en-1-yl acetate